acryl-hydrazine C(=O)(C=C)NN